5-[3-Bromo-4-(dimethylamino)phenyl]-2,3,5,6-tetrahydro-2,2-dimethylbenzo[a]phenanthridin-4(1H)-one BrC=1C=C(C=CC1N(C)C)C1NC=2C=CC3=C(C2C=2CC(CC(C12)=O)(C)C)C=CC=C3